benzyl 2-[1-(2-oxo-1H-benzo[cd]indol-6-yl)-4-piperidyl]acetate O=C1NC2=CC=C(C=3C2=C1C=CC3)N3CCC(CC3)CC(=O)OCC3=CC=CC=C3